C(C)(C)(C)OC(=O)N1CC(CC1)N tert-butoxycarbonyl-3-aminopyrrolidine